6-(4-(1-((1r,4r)-4-fluorocyclohexyl)-1H-tetrazol-5-yl)butoxy)-3,4-dihydroquinolin-2(1H)-one FC1CCC(CC1)N1N=NN=C1CCCCOC=1C=C2CCC(NC2=CC1)=O